4-cyclopropyl-3-(cyclopropylmethoxy)benzoic acid C1(CC1)C1=C(C=C(C(=O)O)C=C1)OCC1CC1